ethyl 2-(2-(2-(4-(aminomethyl)phenyl)pyrrolo[2,1-f][1,2,4]triazine-4-carboxamido)phenyl)acetate NCC1=CC=C(C=C1)C1=NN2C(C(=N1)C(=O)NC1=C(C=CC=C1)CC(=O)OCC)=CC=C2